ClC1=CC=C(C=C1)C(CC(=O)O)(C)O 3-(4-chlorophenyl)-3-hydroxy-butanoic acid